ClC1=CC(=C2C(=N1)C(=C(S2)[C@@H]2[C@H](CCCC2)[N+](=O)[O-])C2=CC=CC=C2)NCC=2SC=CC2 5-Chloro-2-[(1S,2S)-2-nitrocyclohexyl]-3-phenyl-N-(2-thienylmethyl)thieno[3,2-b]pyridin-7-amine